2-(4-(2,5-difluorophenyl)-2-(3,3-difluoropyrrolidin-1-yl)pyridin-3-yl)-6,6-dimethyl-3,4,6,7-tetrahydropyrano[3,4-d]imidazole FC1=C(C=C(C=C1)F)C1=C(C(=NC=C1)N1CC(CC1)(F)F)C1=NC2=C(N1)COC(C2)(C)C